methyl 5-amino-2-(difluoromethoxy)pyridine-3-carboxylate NC=1C=C(C(=NC1)OC(F)F)C(=O)OC